Cl.C(C)C(C(=O)OC(C)N(C)C)(C(CC1CC1)NC(=O)[C@@H]1[C@H]2C([C@H]2CN1C([C@H](C(C)(C)C)N)=O)(C)C)O dimethylaminoethanol ethyl-3-((1R,2S,5S)-3-((S)-2-amino-3,3-dimethylbutanoyl)-6,6-dimethyl-3-azabicyclo[3.1.0]hexane-2-carboxamido)-4-cyclopropyl-2-hydroxybutanoate hydrochloride